1-(3,4-bis(benzyloxy)phenyl)-3-(2-hydroxy-4,5-dimethoxyphenyl)propane-1,3-dione C(C1=CC=CC=C1)OC=1C=C(C=CC1OCC1=CC=CC=C1)C(CC(=O)C1=C(C=C(C(=C1)OC)OC)O)=O